(5-(3-cyanobenzyl)thiazol-2-yl)-1-methyl-6-oxo-1,4,5,6-tetrahydropyridazine-3-carboxamide C(#N)C=1C=C(CC2=CN=C(S2)C2C(=NN(C(C2)=O)C)C(=O)N)C=CC1